(2R,4S)-N-((S)-1-((5-chloro-2-(1H-tetrazol-1-yl)benzyl)amino)-1-oxopropan-2-yl)-4-(naphthalen-2-ylmethyl)pyrrolidine-2-carboxamide trifluoroacetate FC(C(=O)O)(F)F.ClC=1C=CC(=C(CNC([C@H](C)NC(=O)[C@@H]2NC[C@H](C2)CC2=CC3=CC=CC=C3C=C2)=O)C1)N1N=NN=C1